(1s,3s)-3-(5-(trifluoromethoxy)benzo[d]thiazol-4-yl)cyclobutyl ((2-(2,6-dioxopiperidin-3-yl)-4-fluoro-3-oxoisoindolin-5-yl)methyl)carbamate O=C1NC(CC[C@@H]1N1CC2=CC=C(C(=C2C1=O)F)CNC(OC1CC(C1)C1=C(C=CC2=C1N=CS2)OC(F)(F)F)=O)=O